4-Methyl-5-((7-methyl-8-oxo-9-(tetrahydro-2H-pyran-4-yl)-8,9-dihydro-7H-purin-2-yl)Amino)-2-(1H-pyrazol-1-yl)benzonitrile CC1=CC(=C(C#N)C=C1NC1=NC=C2N(C(N(C2=N1)C1CCOCC1)=O)C)N1N=CC=C1